ClC=1N=CC=2N(C1)C(=NN2)CC2=CC=C(C=C2)N2N=C(C=C2C)C(F)(F)F 6-Chloro-3-(4-(5-methyl-3-(trifluoromethyl)-1H-pyrazol-1-yl)benzyl)-[1,2,4]triazolo[4,3-a]pyrazine